C1=CC=C(C=C1)CCCC(=O)O phenylbutyric acid